6-(2,5-dioxo-2,5-dihydro-1H-pyrrol-1-yl)-N-(Prop-2-yn-1-yl)hexanamide O=C1N(C(C=C1)=O)CCCCCC(=O)NCC#C